Silicon (i) tert-butyl 4-[4-[(R)-[4,5-dichloro-2-(prop-2-en-1-yloxy)phenyl]([[(S)-2-methylpropane-2-sulfinyl]amino])methyl]piperidine-1-carbonyl]piperazine-1-carboxylate ClC1=CC(=C(C=C1Cl)[C@@H](C1CCN(CC1)C(=O)N1CCN(CC1)C(=O)OC(C)(C)C)N[S@@](=O)C(C)(C)C)OCC=C.[Si+]